aminopropanesulphonic acid NC(CC)S(=O)(=O)O